Cl.ClC=1C=NC=C(C1NC(=O)C1CCNCC1)Cl N-(3,5-dichloropyridin-4-yl)piperidine-4-carboxamide hydrochloride